CC1(OB(OC1(C)C)C1=CC2CCC(C1)N2C(=O)OC(C)(C)C)C 2-Methyl-2-propanyl 3-(4,4,5,5-tetramethyl-1,3,2-dioxaborolan-2-yl)-8-azabicyclo[3.2.1]oct-2-ene-8-carboxylate